FC=1C=C(C=C(C1F)F)C(=O)C1=CC=C2C(=CC=CN12)B1OCC(CO1)(C)C (3,4,5-trifluorophenyl)(8-(5,5-dimethyl-1,3,2-dioxaborinan-2-yl)indolizin-3-yl)methanone